C(C1=CC=CC=C1)(=O)ONC1=NC(=NC(=N1)NOC(C1=CC=CC=C1)=O)NC1=CC=C(C=C1)C(=O)NC(C)(C)C 4'-[[6-[[4-[[(1,1-dimethylethyl) amino] carbonyl] phenyl] amino]-1,3,5-triazin-2,4-diyl] diimino] bisbenzoate